6-HYDROXYQUINOLINE-2-BORONIC ACID OC=1C=C2C=CC(=NC2=CC1)B(O)O